3-((2-(2,6-dioxapiperidin-3-yl)-1,3-dioxaisoindol-4-yl)oxy)propionic acid N1OC(CCO1)N1OC2=CC=CC(=C2O1)OCCC(=O)O